5-Fluoro-6-(4-(2-methyltetrahydrothiophen-2-yl)-1H-imidazol-1-yl)pyridin-3-amine FC=1C=C(C=NC1N1C=NC(=C1)C1(SCCC1)C)N